4-cyclopropyl-2-(difluoromethoxy)-6-fluorobenzoic acid C1(CC1)C1=CC(=C(C(=O)O)C(=C1)F)OC(F)F